((6'-(2,6-diisopropylphenyl)-[2,4'-bipyridine]-2'-yl)oxy)-9-(pyridin-2-yl)-9H-carbazole C(C)(C)C1=C(C(=CC=C1)C(C)C)C1=CC(=CC(=N1)OC1=CC=CC=2C3=CC=CC=C3N(C12)C1=NC=CC=C1)C1=NC=CC=C1